BrC=1C=CC(N(C1)C(C)C)=O 5-bromo-1-(propan-2-yl)-1,2-dihydropyridin-2-one